C(C)(C)(C)C1=CC(=NO1)NC(=O)C1CC(C1)NC1=NC=CC2=CC=C(C=C12)C1=NOC(=N1)C (1s,3s)-N-(5-(tert-butyl)isoxazol-3-yl)-3-((7-(5-methyl-1,2,4-oxadiazol-3-yl)isoquinolin-1-yl)amino)cyclobutane-1-carboxamide